C(C#C)C1=C(C(=C(CO)C(=C1F)F)F)F 4-propargyl-2,3,5,6-tetrafluorobenzyl alcohol